OC(CO)C1=C(C=CC(=C1)N)N 2-(α,β-dihydroxyethyl)-p-phenylenediamine